C(C)(C)(C)NS(=O)(=O)C=1C=C(C=CC1)NC(=O)C1=C(C=C(C(=O)O)C=C1)N1CCC2(CC2)CC1 4-((3-(N-(tert-butyl)sulfamoyl)phenyl)carbamoyl)-3-(6-azaspiro[2.5]octan-6-yl)benzoic acid